1-[2-(2,4-dimethylphenyl-sulfanyl)phenyl]piperazine HBr salt Br.CC1=C(C=CC(=C1)C)SC1=C(C=CC=C1)N1CCNCC1